NC1=C(OCCCCCCCOC2=C(C=CC=C2)N)C=CC=C1 1,7-di(2-aminophenoxy)heptane